(E)-6-(6-ethoxypyridin-3-yl)-N'-((2-hydroxy-5-methoxypyridin-3-yl)methylene)pyrazine-2-carbohydrazide C(C)OC1=CC=C(C=N1)C1=CN=CC(=N1)C(=O)N/N=C/C=1C(=NC=C(C1)OC)O